OB(C=1C=C2C(=C(C=NC2=CC1)S(=O)(=O)N1CCOCC1)NC1=C(C(=O)O)C=CC=C1)O 2-[(6-dihydroxyboryl-3-morpholinosulfonyl-4-quinolinyl)amino]benzoic acid